6-mercapto-1,3-dimethylthiouracil SC1=CC(N(C(N1C)=S)C)=O